2-(3,3-difluoro-4-(2-methoxyphenyl)-4-((triethylsilyl)oxy)buten-1-yl)benzamide FC(C=CC1=C(C(=O)N)C=CC=C1)(C(O[Si](CC)(CC)CC)C1=C(C=CC=C1)OC)F